CC(CCC)(C=1OCCN1)C 2-(dimethylbutyl)-2-oxazoline